[N+](=O)(OCCCCC(C)(C)C1=CC(=C2[C@H]3[C@H](C(OC2=C1)(C)C)CC=C(C3)CO)O)[O-] [5-[(6Ar,10aR)-1-hydroxy-9-(hydroxymethyl)-6,6-dimethyl-6a,7,10,10a-tetrahydrobenzo[c]chromen-3-yl]-5-methylhexyl] nitrate